(S)-methyl 5-(1-(tert-butoxycarbonyl)pyrrolidin-2-yl)-7-(3-methyl-1H-pyrrolo[2,3-b]pyridine-5-yl)-3,4-dihydroisoquinoline-2(1H)-carboxylate C(C)(C)(C)OC(=O)N1[C@@H](CCC1)C1=C2CCN(CC2=CC(=C1)C=1C=C2C(=NC1)NC=C2C)C(=O)OC